3-chloro-5-fluoro-N-[4-fluoro-5-(2-morpholin-4-ylpyrimidin-5-yl)-2-[(3R,5S)-3,4,5-trimethylpiperazin-1-yl]phenyl]benzamide ClC=1C=C(C(=O)NC2=C(C=C(C(=C2)C=2C=NC(=NC2)N2CCOCC2)F)N2C[C@H](N([C@H](C2)C)C)C)C=C(C1)F